(S)-N-(2-methyl-5-(2-(2-methylpyrrolidin-1-yl)acetamido)pyridin-3-yl)-2-(pyrazolo[1,5-a]pyrimidin-6-yl)-1H-pyrrolo[2,3-b]pyridine-5-carboxamide CC1=NC=C(C=C1NC(=O)C=1C=C2C(=NC1)NC(=C2)C=2C=NC=1N(C2)N=CC1)NC(CN1[C@H](CCC1)C)=O